OC1(CC2C(CN(C2)CC(=O)C2=CC=CC=C2)C1)C1=CC=CC=C1 2-(5-hydroxy-5-phenylhexahydrocyclopenta[c]pyrrol-2(1H)-yl)-1-phenylethanone